tert-butyl (4R)-4-(difluoromethyl)-1,2,3-oxathiazolidine-3-carboxylate 2-oxide FC([C@@H]1N(S(OC1)=O)C(=O)OC(C)(C)C)F